C(CCC)NC(C1=C(C=CC=C1)C)=S N-butyl-o-methylthiobenzamide